CC=1C(=NN(N1)C1=CC=CC=C1)C(=O)NN 5-methyl-2-phenyl-1,2,3-triazole-4-hydrazide